(1R)-1-phenyl-3-butene-1-amine C1(=CC=CC=C1)[C@@H](CC=C)N